C(C)OC1=C(C=CC=C1)C1=NN2C(=NC=3C=CC=CC3C2=N1)NC=1C(N=CC=NC1)=O (6R)-6-{[2-(2-ethoxyphenyl)[1,2,4]triazolo[1,5-c]quinazolin-5-yl]amino}-1,4-diazepin-5-one